C(C)NCC1=CC(=C(C(=C1)C(F)(F)F)C=1C=C2C(=CN1)NN=C2NC(C2=CC=C(C=C2)N2CCN(CC2)C)=O)F N-(5-(4-((Ethylamino)methyl)-2-fluoro-6-(trifluoromethyl)phenyl)-1H-pyrazolo[3,4-c]pyridin-3-yl)-4-(4-methylpiperazin-1-yl)benzamide